ClC1=C(C=C(C=C1NC1=NC=2N(C(=N1)N(CC1=CC=C(C=C1)OC)C1CC1)N=CC2C#N)C#N)N2[C@H](CN(CC2)C(=O)OC(C)(C)C)CC tert-butyl (S)-4-(2-chloro-5-cyano-3-((8-cyano-4-(cyclopropyl(4-methoxybenzyl)amino)pyrazolo[1,5-a][1,3,5]triazin-2-yl)amino)phenyl)-3-ethylpiperazine-1-carboxylate